(R)-N-((S)-1-(4-cyanophenyl)ethyl)-2-hydroxy-3-methylbutanamide C(#N)C1=CC=C(C=C1)[C@H](C)NC([C@@H](C(C)C)O)=O